IC1=CC=C(C=C1)NC(=O)O[C@@H]1CN(CC1)C(=O)OC(C)(C)C Tert-butyl (S)-3-(((4-iodophenyl)carbamoyl)oxy)pyrrolidine-1-carboxylate